NC1=C2C(=NC=N1)N(N=C2C2=NOC(=C2C2=NC=C(C=N2)C2CCN(CC2)C(=O)OCC(=O)OC(C)(C)C)C2CCCC2)C(C)C 2-(tert-butoxy)-2-oxoethyl 4-(2-(3-(4-amino-1-isopropyl-1H-pyrazolo[3,4-d]pyrimidin-3-yl)-5-cyclopentylisoxazol-4-yl)pyrimidin-5-yl)piperidine-1-carboxylate